C1=C(C=C(C(=C1O)O)O)C(=O)OC[C@@H]2[C@H]([C@@H]([C@H]([C@@H](O2)OC(=O)C3=CC(=C(C(=C3)O)O)O)O)O)O The molecule is a galloyl-beta-D-glucose compound having two galloyl groups in the 1- and 6-positions. It has a role as a metabolite. It is a gallate ester and a galloyl beta-D-glucose.